3-(benzylamino)pentane-1,5-diol C(C1=CC=CC=C1)NC(CCO)CCO